P(=O)(OC1(CC=C(C=C1)C(C)(C)C)C(C)(C)C)([O-])[O-] p-di-tert-butylphenyl phosphate